2-chloropyridin-4-ylboronic acid ClC1=NC=CC(=C1)B(O)O